(2R)-N-((R)-(3-chloro-4-fluorophenyl)(8,8-difluoro-bicyclo[3.2.1]oct-3-yl)methyl)-2-methyl-3-oxopiperazine-1-carboxamide ClC=1C=C(C=CC1F)[C@H](NC(=O)N1[C@@H](C(NCC1)=O)C)C1CC2CCC(C1)C2(F)F